2-(4-bromo-1-methyl-1H-pyrazol-5-yl)-4-chloro-6-(1,1-difluoro-6-azaspiro[2.5]octane-6-yl)-3-fluorobenzonitrile BrC=1C=NN(C1C1=C(C#N)C(=CC(=C1F)Cl)N1CCC2(CC2(F)F)CC1)C